O[C@H](CN)C (S)-2-hydroxypropylamine